C(C=C)C(CC=C)C(CCC)[O-] (bis-2-propenylmethyl)butanolate